dibenzo[b,e][1,4]oxaborinine, potassium salt [K].C1=CC=CC=2OC3=C(BC21)C=CC=C3